C(C)(C)(C)OC(C(C(=O)C)=NOCC(=O)OC)=O 2-methoxycarbonylmethoxyiminoacetoacetic acid tert-butyl ester